NC=1C=C(C=CC1)C1=CC(=C(C=C1)OC)NC1=NC=NC2=CC(=C(C=C12)OC1CCN(CC1)C(C=C)=O)OC 1-(4-((4-((3'-amino-4-methoxy-[1,1'-biphenyl]-3-yl)amino)-7-methoxyquinazolin-6-yl)oxy)piperidin-1-yl)prop-2-en-1-one